Cl.C[C@H]1NC[C@@H](N(C1)CC(=O)N1CC2(C3=CC=C(C=C13)C#N)CC1=CC=CC=C1C2)C(=O)N2CCOCC2 1'-{2-[(2R,5R)-5-Methyl-2-[(morpholin-4-yl)carbonyl]piperazin-1-yl]acetyl}-1,1',2',3-tetrahydrospiro[indene-2,3'-indole]-6'-carbonitrile, hydrochloride salt